CN1C(N(C=2N=CN(C2C1=O)CCCS(=O)(=O)O)C)=O 1,2,3,6-tetrahydro-1,3-dimethyl-2,6-dioxopurine-7-propanesulfonic acid